(S)-1-(5-Chloro-2-(7-azaspiro[3.5]nonan-7-yl)phenoxy)-N-((6-(3-hydroxypyrrolidin-1-yl)pyridin-2-yl)sulfonyl)cyclopropanecarboxamide ClC=1C=CC(=C(OC2(CC2)C(=O)NS(=O)(=O)C2=NC(=CC=C2)N2C[C@H](CC2)O)C1)N1CCC2(CCC2)CC1